FC(OC=1C=C(C=CC1)N1CC(CC1)N)(F)F 1-(3-(trifluoromethoxy)phenyl)pyrrolidin-3-amine